ClC=1C=CC(=C(CN(C(OC(C)(C)C)=O)CCO)C1)O tert-butyl (5-chloro-2-hydroxybenzyl)(2-hydroxyethyl)carbamate